C(C(C)CCC[C@@H](C)[C@H]1CC[C@H]2[C@@H]3CCC4CCCC[C@]4(C)[C@H]3CC[C@]12C)CC(C)CCC[C@@H](C)[C@H]1CC[C@H]2[C@@H]3CC(C4CCCC([C@]4(C)[C@H]3CC[C@]12C)OC1=CC=C(C=C1)N)OC1=CC=C(C=C1)N cholestanyl-1,6-bis(4-aminophenoxy)cholestane